N-(5-(N-(2,6-dimethylphenyl)sulfamoyl)-6-methoxypyridin-3-yl)-1,3-dimethyl-1H-thieno[2,3-c]pyrazole-5-carboxamide di(hydroxyethyl)stearylaminoxide OCCC(CCCCCCCCCCCCCCCCCN[O-])CCO.CC1=C(C(=CC=C1)C)NS(=O)(=O)C=1C=C(C=NC1OC)NC(=O)C1=CC2=C(N(N=C2C)C)S1